COC1=CC=C2C(=CC=NC2=C1)N1N=CC(=C1)CCO 2-[1-(7-methoxy-4-quinolinyl)pyrazol-4-yl]Ethanol